6-fluoro-3-(3-methoxybenzyl)benzoxazol-2-one FC1=CC2=C(N(C(O2)=O)CC2=CC(=CC=C2)OC)C=C1